1-(6-(Methylthio)pyridin-3-yl)ethanol Tert-butyl-(R)-9-(4-(phenylthio)-3-((4-sulfamoyl-2-((trifluoromethyl)sulfonyl)phenyl)amino)butyl)-3,9-diazaspiro[5.5]undecane-3-carboxylate C(C)(C)(C)[C@H]1CN(CCC12CCN(CC2)CCC(CSC2=CC=CC=C2)NC2=C(C=C(C=C2)S(N)(=O)=O)S(=O)(=O)C(F)(F)F)C(=O)OC(C)C=2C=NC(=CC2)SC